O=C1C=2N(C3=CC=CC=C3N1)C=NC2 4-oxo-4,5-dihydroimidazo[1,5-a]quinoxaline